C(C)N1CN(CCC1)C N-ethyl-N'-methyltetrahydropyrimidine